CN1C([C@]2(CCC(=N2)C2=NC(=CC(=N2)C)C2=CC=C(C=C2)C(F)(F)F)CC1)=O (S)-7-methyl-2-(4-methyl-6-(4-(trifluoromethyl)phenyl)pyrimidin-2-yl)-1,7-diazaspiro[4.4]non-1-en-6-one